NC=1N=NC2=C(C=C(C=C2C1)C=1C(=C(C=NC1)N(C(OC(C)(C)C)=O)C(=O)OC(C)(C)C)C)NC(=O)OC(C)(C)C tert-butyl N-[5-[3-amino-8-(tert-butoxycarbonylamino)cinnolin-6-yl]-4-methyl-3-pyridyl]-N-tert-butoxycarbonyl-carbamate